3,4-dihydroxybutyrate OC(CC(=O)[O-])CO